C(C)N(CC(CC)CC)CC1=CC=C(C=C1)B(O)O (4-([ETHYL(2-ETHYLBUTYL)AMINO]METHYL)PHENYL)BORANEDIOL